O1NCCCC2C1=CC=CC2 dihydrotetrahydrobenzoxazepine